C1(=CC=CC=C1)P(C1=C2OC=3C(=CC=CC3C(C2=CC=C1)(C)C)P(C1=CC=CC=C1)C1=CC=CC=C1)C1=CC=CC=C1 [5-(diphenylphosphino)-9,9-dimethyl-9H-xanth-4-yl]diphenylphosphine